COC(C1=CC(=CC(=C1)OC[C@H]1OCCC1)C=1SC(=CN1)C(C)C)=O 3-[5-(Propan-2-yl)-1,3-thiazol-2-yl]-5-[(2S)-tetrahydrofuran-2-ylmethoxy]benzoic acid methyl ester